FC1=C(C=CC=C1)N1C=C(C=CC1=O)C(=O)N[C@H](C)C1=CC(=CC=C1)C=1SC=CC1C=O (R)-1-(2-fluorophenyl)-N-(1-(3-(3-formylthiophene-2-yl)phenyl)ethyl)-6-oxo-1,6-dihydropyridine-3-carboxamide